C(=O)O.[N+](=O)([O-])C1=C(C=CC=C1)N1C(=CC=C1)C=CC=NN\C(=N\[H])\N (E)-N-[1-(2-nitrophenyl)-1H-pyrrol-2-yl-allylidenamino]-guanidine formate